C=CCCCCCCCCCCCCCCCCCCCCCCCCCCCC normal triacontene